dimethyl-(cyclopentadienyl)(2-methyl-9-fluorenyl)silicon C[Si](C1C2=CC=CC=C2C=2C=CC(=CC12)C)(C1C=CC=C1)C